4-((5-(2,4-difluoro-3-hydroxyphenyl)-1,3,4-thiadiazol-2-yl)methyl)-4,6-diazaspiro[2.4]heptane-5,7-dione FC1=C(C=CC(=C1O)F)C1=NN=C(S1)CN1C2(CC2)C(NC1=O)=O